CC(C(=O)OCCCl)(C)C chloroethyl 2,2-dimethylpropanoate